tert-butyl (tert-butoxycarbonyl)(7-(2-fluoro-3-(3-fluoro-4-(4-fluorophenyl)-4-hydroxybutoxy)-4-(trifluoromethyl)phenyl)-[1,2,4]triazolo[1,5-a]pyridin-2-yl)carbamate C(C)(C)(C)OC(=O)N(C(OC(C)(C)C)=O)C1=NN2C(C=C(C=C2)C2=C(C(=C(C=C2)C(F)(F)F)OCCC(C(O)C2=CC=C(C=C2)F)F)F)=N1